(2,6-dimethylpyridin-4-yl)methylbenzo-[d]oxazol-2-amine bis(4-methyl-benzenesulfonate) CC1=CC=C(C=C1)S(=O)(=O)O.CC1=CC=C(C=C1)S(=O)(=O)O.CC1=NC(=CC(=C1)CC1=CC=CC2=C1N=C(O2)N)C